NCC1=C(C=C(C=C1)NC(CCCNC(C[C@H]1C=2N(C3=C(C(=N1)C1=CC=C(C=C1)Cl)C(=C(S3)C)C)C(=NN2)C)=O)=O)C#CCN (S)-N-(4-(aminomethyl)-3-(3-aminoprop-1-yn-1-yl)phenyl)-4-(2-(4-(4-chlorophenyl)-2,3,9-trimethyl-6H-thieno[3,2-f][1,2,4]triazolo[4,3-a][1,4]diazepin-6-yl)acetamido)butanamide